CS(=O)CCC(C(=O)O)OC(CCCCCCCCCCCCCCC)=O 4-(methylsulfinyl)-2-(palmitoyloxy)butyric acid